FC(OC1=CC=C(C=C1)N1C(C(=CC2=C1N=C(N=C2)OCC)C=2C=CC1=C(N(C(=N1)CO)C)C2)=O)F 8-(4-(difluoromethoxy)phenyl)-2-ethoxy-6-(2-(hydroxymethyl)-1-methyl-1H-benzo[d]imidazol-6-yl)pyrido[2,3-d]pyrimidin-7(8H)-one